NC1=CC=C(C=C1)N1C(COCC1)=O (4-aminophenyl)morpholin-3-one